2-hydroxy-3,4-dimethoxyacetophenone CC(=O)C1=C(C(=C(C=C1)OC)OC)O